3,4-Bis(difluoromethoxy)benzoic acid FC(OC=1C=C(C(=O)O)C=CC1OC(F)F)F